ClC=1N=C2N(N=CC3=C2C(C[C@H]3C(=O)NC=3C=NC(=C(C3)Cl)OC(F)F)(C)C)C1 (R)-2-chloro-N-(5-chloro-6-(difluoromethoxy)pyridin-3-yl)-9,9-dimethyl-8,9-dihydro-7H-cyclopenta[d]imidazo[1,2-b]pyridazine-7-carboxamide